N-(3-(6-fluoro-1H-benzo[d]imidazol-2-yl)phenyl)-6-(pyrimidin-2-yl)pyridazin-3-amine FC=1C=CC2=C(NC(=N2)C=2C=C(C=CC2)NC=2N=NC(=CC2)C2=NC=CC=N2)C1